NC1=NC(=CC(=C1)C)C 2-amino-4,6-lutidine